NC1=C(C(=O)NC2=NC(=NC(=C2)C)N2CCC(CC2)(F)F)C(=CC(=C1)Br)N1CCC2(CC2)CC1 2-amino-4-bromo-N-(2-(4,4-difluoropiperidin-1-yl)-6-methylpyrimidin-4-yl)-6-(6-azaspiro[2.5]octane-6-yl)benzamide